[(4-amino-5-benzoyl-thiazol-2-yl)-(1-methylpyrazol-4-yl)amino]propanamide NC=1N=C(SC1C(C1=CC=CC=C1)=O)N(C=1C=NN(C1)C)C(C(=O)N)C